4-Cyclohexyloxy-6-isopropoxybenzo[b]thiophene-2-carboxylic acid methyl ester COC(=O)C1=CC2=C(S1)C=C(C=C2OC2CCCCC2)OC(C)C